3-chloro-6-(2,3-dichlorophenyl)-5-methoxypyrazine-2-carboxylic acid ethyl ester C(C)OC(=O)C1=NC(=C(N=C1Cl)OC)C1=C(C(=CC=C1)Cl)Cl